1-(5-methylfuran-2-yl)methanamine CC1=CC=C(O1)CN